ClC=1C=C(C=CC1OC)S(=O)(=O)NC1=C(C(=CC=C1)B1OC(C(O1)(C)C)(C)C)Cl 3-chloro-N-[2-chloro-3-(4,4,5,5-tetramethyl-[1,3,2]dioxaborolan-2-yl)-phenyl]-4-methoxy-benzenesulfonamide